(13R)-16-fluoro-13-methyl-8,14-dioxa-10,19,20-triazatetracyclo[13.5.2.12,6.018,21]tricosa-1(20),2,4,6(23),15,17,21-heptaen-9-one FC1=C2O[C@@H](CCNC(OCC=3C=CC=C(C4=NNC(=C1)C4=C2)C3)=O)C